B(O)(O)OB(O)O.[C@@]12([C@@](CC[C@H](C1(C)C)C2)(C)O)O.[C@@]21([C@@](CC[C@H](C2(C)C)C1)(C)O)O bis-(1S,2S,3R,5S)-(+)-pinanediol diborate